(3S)-7-((2S,5R)-4-acryloyl-2,5-dimethylpiperazin-1-yl)-9-chloro-10-(5-chloro-2,4-difluorophenyl)-3-((2-methoxyethoxy)methyl)-2H-[1,4]thiazino[2,3,4-ij]quinazolin-5(3H)-one C(C=C)(=O)N1C[C@@H](N(C[C@H]1C)C1=NC(N2C3=C(C(=C(C=C13)Cl)C1=C(C=C(C(=C1)Cl)F)F)SC[C@@H]2COCCOC)=O)C